OC1=CN=NC(=C1)Cl 4-hydroxy-6-chloropyridazine